(Z)-tetradeca-9-en-1-ylacetate C(CCCCCCC\C=C/CCCC)CC(=O)[O-]